(pyrimidine-4,6-diylbis(4,1-phenylene))bis(N-([1,1'-biphenyl]-4-yl)-[1,1'-biphenyl]-4-amine) N1=CN=C(C=C1C1=CC=C(C=C1)C1=C(C=CC(=C1)NC1=CC=C(C=C1)C1=CC=CC=C1)C1=CC=CC=C1)C1=CC=C(C=C1)C1=C(C=CC(=C1)NC1=CC=C(C=C1)C1=CC=CC=C1)C1=CC=CC=C1